C(C1=CC=CC=C1)OC(=O)N1CC(C1)[C@H](CN)S(=O)(=O)C |r| racemic-3-(2-amino-1-(methylsulfonyl)ethyl)azetidine-1-carboxylic acid benzyl ester